[Al].C(C)P(O)(O)=O.C(C)P(O)(O)=O.C(C)P(O)(O)=O tris-(ethylphosphonic acid) aluminum